5-Fluoropyridin-3-yl 4-((2,2-difluorobenzo[d][1,3]dioxol-5-yl)methyl)piperazine-1-carboxylate FC1(OC2=C(O1)C=CC(=C2)CN2CCN(CC2)C(=O)OC=2C=NC=C(C2)F)F